C(#N)C1=NC(=NC(=C1)N1CCCCC1)N1N=C(C(=C1N)C(=O)OC(C)(C)C)C tert-butyl 1-[4-cyano-6-(piperidin-1-yl) pyrimidin-2-yl]-3-methyl-5-amino-1H-pyrazole-4-carboxylate